BrC=1C=2N(C(=C(C1)OC)F)N=CC2C#N 4-bromo-7-fluoro-6-methoxypyrazolo[1,5-a]pyridine-3-carbonitrile